ClC1=CC(=C(C2=C1OC1(CCC(CC1)CN(C)CC)O2)C)C(=O)OC methyl 7-chloro-4'-((ethyl (methyl) amino) methyl)-4-methylspiro[benzo[d][1,3]dioxole-2,1'-cyclohexane]-5-carboxylate